COC(C1=C(C(=C(C=C1F)Br)F)N)=O 2-amino-4-bromo-3,6-difluoro-benzoic acid methyl ester